5-(cyclopropylmethyl)-4-(6-cyclopropylpyridin-3-yl)-2-(2-methyl-2H-indazol-5-yl)-7-(propan-2-yl)-2H,3H,5H-pyrrolo[3,2-c]pyridazin-3-one C1(CC1)CN1C=C(C2=NN(C(C(=C21)C=2C=NC(=CC2)C2CC2)=O)C2=CC1=CN(N=C1C=C2)C)C(C)C